(1R,5S,6r,Z)-N'-hydroxy-3-phenyl-3-aza-bicyclo[3.1.0]hexane-6-formamidine O\N=C(/N)\C1[C@H]2CN(C[C@@H]12)C1=CC=CC=C1